N-(2-(5-methoxy-7-methyl-1H-indol-3-yl)ethyl)-N-methylpropan-2-amine COC=1C=C2C(=CNC2=C(C1)C)CCN(C(C)C)C